N[C@H](C(=O)O)CN(C)C l-2-amino-β-(dimethylamino)-propionic acid